C(C1=CC=CC=C1)OC1=NC(=CC=C1C1=CC(=C(C=C1)N1CCC(CC1)CO)C)OCC1=CC=CC=C1 (1-(4-(2,6-bis(benzyloxy)pyridin-3-yl)-2-methylphenyl)piperidin-4-yl)methanol